DihydroxyMethyl-Butyric Acid OC(O)C(C(=O)O)CC